C(C=C)(=O)N1C(CN(CC1)C1=NC(=NC=2CC(CCC12)N1CCC2=CC=C(C=C12)C)OCCN1CCOCC1)CC#N 2-(1-acryloyl-4-(7-(6-methylindolin-1-yl)-2-(2-morpholinoethoxy)-5,6,7,8-tetrahydroquinazolin-4-yl)piperazin-2-yl)acetonitrile